((S)-2-(2,3-Difluorophenyl)pyrrolidin-1-yl)-2-fluoro-N-((R,E)-4-(methylsulfonyl)but-3-en-2-yl)benzamide FC1=C(C=CC=C1F)[C@H]1N(CCC1)C=1C(=C(C(=O)N[C@H](C)\C=C\S(=O)(=O)C)C=CC1)F